tert-Butyl (3R)-3-[(1S)-1-tert-butoxycarbonyl-5-oxo-pentyl]pyrrolidine-1-carboxylate C(C)(C)(C)OC(=O)[C@@H](CCCC=O)[C@@H]1CN(CC1)C(=O)OC(C)(C)C